C[C@@](CCO)(CC(=O)O)OP(=O)(O)O The molecule is a carboxyalkyl phosphate that is mevalonic acid phosphorylated at position 3. It is a carboxyalkyl phosphate and a primary alcohol. It derives from a mevalonic acid. It is a conjugate acid of a (R)-3-phosphonatomevalonate(3-).